dihydrogenphosphate-L-(+)-Tartaric acid tert-butyl-rel-(4aS,7S,7aS)-7-(benzyloxy)-octahydrocyclopenta[b][1,4]oxazine-4-carboxylate C(C)(C)(C)OC(=O)N1[C@@H]2[C@H](OCC1)[C@H](CC2)OCC2=CC=CC=C2.C([C@H](O)[C@@H](O)C(=O)O)(=O)O.P(=O)(O)(O)O |o1:8,9,13|